2-((S)-4-(dimethylcarbamoyl)-2-((R)-1-((2S,3R)-3-hydroxy-2-(6-phenylpicolinamido)butanamido)-3-methylbutyl)-6-oxo-1,3,2-dioxaborinan-4-yl)acetic acid CN(C(=O)[C@]1(OB(OC(C1)=O)[C@H](CC(C)C)NC([C@H]([C@@H](C)O)NC(C1=NC(=CC=C1)C1=CC=CC=C1)=O)=O)CC(=O)O)C